3-[2-[tert-butyl(dimethyl)silyl]oxyethoxy]propanoic acid [Si](C)(C)(C(C)(C)C)OCCOCCC(=O)O